bis-(2-hydroxyethyl)-glycine OCCN(CC(=O)O)CCO